CN1C(=NN=C1)C1=C(C=NC=C1)C=1C=C(C=CC1)N1C(C2=CC=CC(=C2C1)C(F)(F)F)=O 2-[3-[4-(4-methyl-1,2,4-triazol-3-yl)pyridin-3-yl]phenyl]-4-(trifluoromethyl)-3H-isoindol-1-one